[Cl-].C(C=C)(=O)OCCCC[N+](C)(C)CC1=CC=CC=C1 acryloyloxybutylbenzyldimethyl-ammonium chloride